N1NC(C2C1=NC=CC2)C(=O)N tetrahydro-1H-pyrazolo[3,4-b]pyridine-3-carboxamide